3-(4-((1-((4-(trifluoromethyl)phenyl)sulfonyl)piperidin-4-yl)amino)phenyl)oxetan-3-ol FC(C1=CC=C(C=C1)S(=O)(=O)N1CCC(CC1)NC1=CC=C(C=C1)C1(COC1)O)(F)F